sodium 1-amino-8-naphthol NC1=CC=CC2=CC=CC(=C12)O.[Na]